6-chloro-5-(2-(di-(tert-butylcarbamoyl)amino)-[1,2,4]Triazolo[1,5-a]Pyridin-7-yl)nicotinic acid methyl ester COC(C1=CN=C(C(=C1)C1=CC=2N(C=C1)N=C(N2)N(C(NC(C)(C)C)=O)C(NC(C)(C)C)=O)Cl)=O